C(=O)([C@H]1CN(C)[C@@H]2CC3=CNC4=CC=CC(C2=C1)=C34)N3CCOCC3 lysergic acid morpholide